2-Methoxy-4-(6-(4-pentanylaminothiophen-2-yl)pyrazin-2-yl)benzoic acid COC1=C(C(=O)O)C=CC(=C1)C1=NC(=CN=C1)C=1SC=C(C1)NCCCCC